ClC1=CC(=C(C=C1Cl)[C@H](N[S@@](=O)C(C)(C)C)C1C(CN(CC1)C(=O)[C@@H]1OC(OC1)(C)C)C)O (S)-N-[(R)-(4,5-dichloro-2-hydroxyphenyl)([1-[(4R)-2,2-dimethyl-1,3-dioxolane-4-carbonyl]-3-methylpiperidin-4-yl])methyl]-2-methylpropane-2-sulfinamide